diallyl phthalate (DIALLYLPHTHALATE) C(C=C)C=1C(=C(C(C(=O)O)=CC1)C(=O)O)CC=C.C(C=1C(C(=O)OCC=C)=CC=CC1)(=O)OCC=C